NC=1N=NC(=CC1N1CC(N(CC1)C1=CC=CC=C1)C(=O)NCCN(C(OC(C)(C)C)=O)C)Cl tert-butyl N-[2-[[4-(3-amino-6-chloro-pyridazin-4-yl)-1-phenyl-piperazine-2-carbonyl]amino]ethyl]-N-methyl-carbamate